N1-(7-(benzyloxy)-2-chloro-6-methoxyquinazolin-4-yl)-N2-(naphthalen-1-yl)ethane-1,2-diamine C(C1=CC=CC=C1)OC1=C(C=C2C(=NC(=NC2=C1)Cl)NCCNC1=CC=CC2=CC=CC=C12)OC